C1(CC1)C1=NN(C=C1C=1C=NC2=CC=CC=C2N1)CC(=O)O 2-(3-cyclopropyl-4-(quinoxalin-3-yl)-1H-pyrazol-1-yl)acetic acid